C(C)(=O)N1CCC(CC1)CNC(O[C@@H]1C[C@@H](CC1)C1=CC(=NN1)NC(CC1=CC(=NC=C1)OC)=O)=O (1S,3R)-3-(3-{[(2-meth-oxypyridin-4-yl)acetyl]-amino}-1H-pyrazol-5-yl)-cyclopentyl [(1-acetyl-piperidin-4-yl)methyl]-carbamate